5-(1H-pyrrolo[2,3-b]pyridin-3-yl)-N,N-dimethylbenzamide N1C=C(C=2C1=NC=CC2)C=2C=CC=C(C(=O)N(C)C)C2